tert-Butyl ((3-((6-chloropyridin-3-yl)methyl)-1-((2,4-dimethylthiazol-5-yl)methyl)-2,4-dioxo-1,2,3,4-tetrahydrothieno[2,3-d]pyrimidin-6-yl)sulfonyl)(1-methylcyclopropyl)carbamate ClC1=CC=C(C=N1)CN1C(N(C2=C(C1=O)C=C(S2)S(=O)(=O)N(C(OC(C)(C)C)=O)C2(CC2)C)CC2=C(N=C(S2)C)C)=O